Sulphat S(=O)(=O)([O-])[O-]